2-[bis(3-chloro-4-fluorophenyl)methyl]-4-chloro-5-(methylsulfanyl)-1H-imidazole ClC=1C=C(C=CC1F)C(C=1NC(=C(N1)Cl)SC)C1=CC(=C(C=C1)F)Cl